BrC=1C=C2C(=CN1)N(N=C2C2=CC(=C(C=C2)N2C[C@@H]1COCCN1CC2)OC[C@@H]2OC2)COCC[Si](C)(C)C (R)-8-(4-(5-Bromo-1-((2-(trimethylsilyl)ethoxy)methyl)-1H-pyrazolo[3,4-c]pyridin-3-yl)-2-((R)-oxirane-2-ylmethoxy)phenyl)octahydropyrazino[2,1-c][1,4]oxazine